N-[4-[[3-[1-(1-methyl-5-nitro-pyrazol-4-yl)ethoxy]-7-morpholino-1,6-naphthyridin-5-yl]oxy]cyclohexyl]-5-[2-(4-methylpiperazin-1-yl)ethoxy]pyrimidin-2-amine CN1N=CC(=C1[N+](=O)[O-])C(C)OC=1C=NC2=CC(=NC(=C2C1)OC1CCC(CC1)NC1=NC=C(C=N1)OCCN1CCN(CC1)C)N1CCOCC1